(2S,4R)-N,4-dihydroxychromane-2-carboxamide ONC(=O)[C@H]1OC2=CC=CC=C2[C@@H](C1)O